Cl.N1=NC(=CC=C1)C=NO pyridazine-3-carbaldehyde oxime hydrochloride